C(C)(C)(C)C(CCO)CCO 3-t-butyl-1,5-pentanediol